2-(4-(7-chloro-4-(1H-imidazol-1-yl) quinolin-2-yl) piperazin-1-yl)-2-oxoethyl acetate C(C)(=O)OCC(=O)N1CCN(CC1)C1=NC2=CC(=CC=C2C(=C1)N1C=NC=C1)Cl